ClC=1C=C(C(=C(C1)O)C1=CC=C2C(=N1)N=C(O2)N[C@H]2CN(CC[C@H]2F)CC)C 5-Chloro-2-[2-(((3S,4R)-1-ethyl-4-fluoro-3-piperidyl)amino)oxazolo[4,5-b]pyridin-5-yl]-3-methyl-phenol